2-[[((3-phenylpropyl)methyl)hydroxyphosphinyl]methyl]pentanedioic acid C1(=CC=CC=C1)CCCCP(=O)(O)CC(C(=O)O)CCC(=O)O